O(CC(CO)O)CC(CO)O 3,3'-oxybis(propane-1,2-diol)